C[C@@H]1N(CC1)C1=NC(=C(C(=N1)C=1C=NN(C1)CC(=O)N1CCNCC1)OC)C(F)F 2-(4-{2-[(S)-2-methyl-1-azetidinyl]-6-(difluoromethyl)-5-methoxy-4-pyrimidinyl}-1-pyrazolyl)-1-(1-piperazinyl)-1-ethanone